COC1=C2C(NC(=NC2=CC(=C1)OC)C1=CC(=C(OC2=C(C(=O)O)C=CC=C2OCC(CO[N+](=O)[O-])O[N+](=O)[O-])C(=C1)C)C)=O 2-[4-(5,7-dimethoxy-4-oxo-3,4-dihydro-quinazolin-2-yl)-2,6-dimethyl-phenoxy]-3-(2,3-dinitroxy-propoxy)-benzoic acid